FC(C(F)(F)F)(C=1C=C(C=CC1O)C1=CC(=C(C=C1)O)C(C(F)(F)F)(F)F)F 3,3'-bis(pentafluoroethyl)-4,4'-dihydroxybiphenyl